4-[[[2-[(4,6-dimethoxy-2-pyrimidinyl)oxy]phenyl]methyl]amino]benzoic acid 1-methylethyl ester CC(C)OC(C1=CC=C(C=C1)NCC1=C(C=CC=C1)OC1=NC(=CC(=N1)OC)OC)=O